C1(=CC=C(C=C1)N(C1=CC=C(C=C1)C=1C=C2C=3C=C4C(=CC3N(C2=CC1)C1=CC=CC=C1)C(C1=CC=CC=C14)(C)C)C1=CC=CC=4C(C2=CC=CC=C2C14)(C)C)C1=CC=CC=C1 Biphenyl-4-yl-(9,9-dimethyl-9H-fluoren-4-yl)-[4-(12,12-dimethyl-10-phenyl-10,12-dihydro-10-azaindeno[2,1-b]fluoren-7-yl)phenyl]amine